1-([1,2,4]triazolo[4,3-a]pyrazin-8-yl)-N-(4-fluorobenzyl)-N-(furan-2-ylmethyl)methylamine N=1N=CN2C1C(=NC=C2)CN(CC=2OC=CC2)CC2=CC=C(C=C2)F